NC(CC(=O)OCC)C1CCN(CC1)C(=O)OC(C)(C)C tert-butyl 4-(1-amino-3-ethoxy-3-oxo-propyl)piperidine-1-carboxylate